ClC1=CN=C2N1N=C(C=C2)C2=CNC=1N=C(N=CC12)NC1CCC(CC1)(F)F 5-(3-chloroimidazo[1,2-b]pyridazin-6-yl)-N-(4,4-difluorocyclohexyl)-7H-pyrrolo[2,3-d]pyrimidin-2-amine